[4-(6-trifluoromethyl-pyridin-2-yl)-6-(2-trifluoromethyl-pyridin-4-ylamino)-[1,3,5]triazin-2-ylamino]-cyclopropanol FC(C1=CC=CC(=N1)C1=NC(=NC(=N1)NC1=CC(=NC=C1)C(F)(F)F)NC1(CC1)O)(F)F